N(=[N+]=[N-])CC=1OC2=C(C1)C=CC(=C2C=O)OC 2-(azidomethyl)-6-methoxybenzofuran-7-carbaldehyde